6-methoxy-2,7-dimethyl-N-{(1R)-1-[2-methyl-3-(trifluoromethyl)phenyl]ethyl}pyrido[2,3-d]pyrimidin-4-amine COC1=CC2=C(N=C(N=C2N[C@H](C)C2=C(C(=CC=C2)C(F)(F)F)C)C)N=C1C